5-hydrazino-2-methylbenzo[d]thiazole hydrochloride Cl.N(N)C=1C=CC2=C(N=C(S2)C)C1